(S)-(1-hydroxypent-4-en-2-yl-1,1-d2)carbamic acid tert-butyl ester C(C)(C)(C)OC(N[C@H](C([2H])([2H])O)CC=C)=O